(4-hydroxybenzoyl)piperidine-4-sulfonohydrazide OC1=CC=C(C(=O)N2CCC(CC2)S(=O)(=O)NN)C=C1